C(C1=CC=CC=C1)OC1CC(C1)N1C(CC=2C1=NC=CC2)C 1-(3-(benzyloxy)cyclobutyl)-2-methyl-2,3-dihydro-1H-pyrrolo[2,3-b]pyridine